CN1C(C=CC2=CC(=CC=C12)OCCCC(=O)O)=O 4-(1-methyl-2-oxo-1,2-dihydroquinolin-6-yloxy)butanoic acid